OC1=C(C(N2C3=C1C=CC=C3SC=3C=CC=CC23)=O)C(C(F)(F)F)=O 3-hydroxy-2-(2,2,2-trifluoroethane-1-one-1-yl)-1H-pyrido[3,2,1-kl]phenothiazin-1-one